1,2-dimethyl 4-fluorophthalate FC=1C=C(C(C(=O)OC)=CC1)C(=O)OC